NC1=NC(=NC(=C1I)C)N1CCC2(CC1)[C@@H](C1=CC=CC=C1C2)N[S@](=O)C(C)(C)C (R)-N-((S)-1'-(4-amino-5-iodo-6-methylpyrimidin-2-yl)-1,3-dihydrospiro[indene-2,4'-piperidin]-1-yl)-2-methylpropan-2-sulfinamide